N-((1H-PYRROLO[3,2-C]PYRIDIN-2-YL)METHYL)-2-(3-METHYL-2,6-DIOXO-5-(PHENETHYLAMINO)-3,6-DIHYDROPYRIMIDIN-1(2H)-YL)ACETAMIDE N1C(=CC=2C=NC=CC21)CNC(CN2C(N(C=C(C2=O)NCCC2=CC=CC=C2)C)=O)=O